2,2-Bis(hydroxymethyl)propionic acid, 2-(allyloxy)ethyl ester OCC(C(=O)OCCOCC=C)(C)CO